N-(1-hydroxy-2-methylpropan-2-yl)-2-methyl-5-((2-(trifluoromethyl)pyridin-3-yl)methoxy)-benzofuran-3-carboxamide OCC(C)(C)NC(=O)C1=C(OC2=C1C=C(C=C2)OCC=2C(=NC=CC2)C(F)(F)F)C